N1=CN=CC2=C1CCN(C2)C(=O)C2CC21CCN(CC1)C(=O)OC(C(F)(F)F)C(F)(F)F 1,1,1,3,3,3-hexafluoropropan-2-yl (+)-1-(5,6,7,8-tetrahydropyrido[4,3-d]pyrimidine-6-carbonyl)-6-azaspiro[2.5]octane-6-carboxylate